Dihydrobenzoquinoline C1C=CC2=C(N1)C3=CC=CC=C3C=C2